C1([C@@H](O)[C@@H](O)[C@@H](O)[C@H](O1)CO)C(=O)O D-talopyranonic acid